[4-(3-hydroxypropyl)phenyl]phenylmethanone OCCCC1=CC=C(C=C1)C(=O)C1=CC=CC=C1